C(N)(=O)C1=CC(=C(C(=C1)C)C1=CC=C2C=CC(=NC2=N1)C1CN(CCC1)C(=O)OCC1=CC=CC=C1)OC benzyl 3-[7-(4-carbamoyl-2-methoxy-6-methyl-phenyl)-1,8-naphthyridin-2-yl]piperidine-1-carboxylate